COC(C1=C(C=C(C=C1)OCC#N)O)=O.CC1(CC1)OC=1C=C2C=NN(C2=CC1)C(C)=O 1-[5-(1-methylcyclopropoxy)indazol-1-yl]ethanone methyl-4-(cyanomethoxy)-2-hydroxybenzoate